1,3-dibromo-1-methyl-1,3-disilacyclobutane Br[Si]1(C[SiH](C1)Br)C